COC=1C=C2C=C([C@H](OC2=CC1)C1=CC=CC=C1)[N+](=O)[O-] (R)-6-methoxy-3-nitro-2-phenyl-2H-chromene